NC1=C(SC2=NC(=CC=C21)C)C(=O)NC2CC=1C(=CC(=NC1CC2)N2CC1(CCOC1)C(C2)N)F 3-amino-N-(2-{9-amino-2-oxa-7-azaspiro[4.4]nonan-7-yl}-4-fluoro-5,6,7,8-tetrahydroquinolin-6-yl)-6-methylthieno[2,3-b]pyridine-2-carboxamide